N-(1-cyclopropylpiperidin-4-yl)-2-methoxyacridin-9-amine C1(CC1)N1CCC(CC1)NC=1C2=CC=CC=C2N=C2C=CC(=CC12)OC